2-bromo-8-chloro-5H-cyclopenta[2,1-b:3,4-b']dipyridin-5-one BrC1=CC=C2C(=N1)C1=NC(=CC=C1C2=O)Cl